tert-butyl (3S,4R)-4-((2-(5-(cyclopentanecarboxamidomethyl)-1,3,4-thiadiazol-2-yl)-1-(2,2,2-trifluoroethyl)-1H-indol-4-yl)amino)-3-fluoropiperidine-1-carboxylate C1(CCCC1)C(=O)NCC1=NN=C(S1)C=1N(C2=CC=CC(=C2C1)N[C@H]1[C@H](CN(CC1)C(=O)OC(C)(C)C)F)CC(F)(F)F